ClC=1C=C2C(=CN(C2=CC1)S(=O)(=O)C1=C(C=CC=C1)Cl)C(C1C(C(OC1)=O)=C)O 4-((5-Chloro-1-((2-chlorophenyl)sulfonyl)-1H-indol-3-yl)(hydroxy)methyl)-3-methylenedihydrofuran-2(3H)-one